tritertbutylphosphine C(C)(C)(C)P(C(C)(C)C)C(C)(C)C